N1,N2-diphenylmethyl-ethane-1,2-diamine C1(=CC=CC=C1)CNCCNCC1=CC=CC=C1